3-[(2E)-3,7-dimethylocta-2,6-dien-1-yl]-2,4-dihydroxy-6-[(2E)-pent-2-en-1-yl]benzoic acid C\C(=C/CC=1C(=C(C(=O)O)C(=CC1O)C\C=C\CC)O)\CCC=C(C)C